F[C@@H]1C2CC[C@@H](C[C@@H]1N(C1=CN=C(N=N1)C=1C=C3C=CN(C(C3=CC1O)=O)C)C)N2 6-(6-{[(2R,3S,5S)-2-Fluoro-8-azabicyclo[3.2.1]octan-3-yl](methyl)amino}-1,2,4-triazin-3-yl)-7-hydroxy-2-methylisoquinolin-1-one